COC1=CC=C(C=C1)CN1N=C(C2=CC=CC=C12)\N=C/N(C)C (Z)-N'-{1-[(4-methoxyphenyl)methyl]indazol-3-yl}-N,N-dimethylmethanimidamide